C(C)(C)(C)OC(N[C@@H]([C@H](C1=CC=C(C=C1)C(F)(F)F)O)C)=O tert-Butyl((1S,2R)-1-hydroxy-1-(4-(trifluoromethyl)phenyl)propan-2-yl)carbamate